3-(5-(3-fluoro-4-((4-hydroxy-3,3-dimethylpiperidin-1-yl)methyl)pyridin-2-yl)-1-oxoisoindolin-2-yl)piperidine-2,6-dione FC=1C(=NC=CC1CN1CC(C(CC1)O)(C)C)C=1C=C2CN(C(C2=CC1)=O)C1C(NC(CC1)=O)=O